5-[1-(tert-butoxycarbonyl)-1,7-diazaspiro[3.5]nonan-7-yl]cinnoline-8-carboxylic acid C(C)(C)(C)OC(=O)N1CCC12CCN(CC2)C2=C1C=CN=NC1=C(C=C2)C(=O)O